OC[C@@H](C(=O)OCC1=CC=CC=C1)NC(=O)[C@H]1CCN(CC12CC2)C=2C1=C(N=CN2)NC=C1 Benzyl (2S)-3-hydroxy-2-[[(8S)-5-(7H-pyrrolo[2,3-d]pyrimidin-4-yl)-5-azaspiro[2.5]octane-8-carbonyl]amino]propanoate